ClC1=C(C(=CC=C1OC)F)N1N=CC2=C1COC[C@@H]2NC(=O)C2=NC=C1N2CCCC1 (R)-N-(1-(2-chloro-6-fluoro-3-methoxyphenyl)-1,4,5,7-tetrahydropyrano[3,4-c]pyrazol-4-yl)-5,6,7,8-tetrahydroimidazo[1,5-a]pyridine-3-carboxamide